toluene 2-(2-butoxyethoxy)ethyl-acetate C(CCC)OCCOCCOC(C)=O.CC1=CC=CC=C1